C1(CC1)[C@@H]1NC2=C(C(N(C=3C=CC(=CC23)NC2=CC(=NC=C2F)N2C[C@@H](C[C@@H](C2)C)O)C)=O)OCC1(F)F (S)-2-Cyclopropyl-3,3-difluoro-10-((5-fluoro-2-((3R,5S)-3-hydroxy-5-methylpiperidin-1-yl)pyridin-4-yl)amino)-7-methyl-1,2,3,4-tetrahydro-[1,4]oxazepino[2,3-c]chinolin-6(7H)-on